2,2-Dimethyl-7-secbutyl-2H,5H-pyrano[4,3-b]pyran-5-one CC1(C=CC2=C(O1)C=C(OC2=O)C(C)CC)C